FC(C=1C=C(C=CC1C(F)(F)F)NC(C(F)(F)F)=O)(F)F (3,4-bis(trifluoromethyl)phenyl)-2,2,2-trifluoroacetamide